4-methoxy-5-sulfoxybenzophenone COC1=CC=C(C(=O)C2=CC=CC=C2)C=C1OS(=O)(=O)O